1-(methylthio)-1-cyclopentene CSC1=CCCC1